(S)-2-(4-(2-((4-(1H-1,2,3-triazol-1-yl)benzyl)oxy)pyrimidin-4-yl)-2,5-difluorobenzyl)-1-(4,4-dimethyltetrahydrofuran-3-yl)-1H-benzo[d]imidazole-6-carboxylic acid N1(N=NC=C1)C1=CC=C(COC2=NC=CC(=N2)C2=CC(=C(CC3=NC4=C(N3[C@@H]3COCC3(C)C)C=C(C=C4)C(=O)O)C=C2F)F)C=C1